NCCCC1(N(CC1)CCCCCCCCCC(=O)N(CCCCCCCCCC)CCCCCCCCCC)CCCCCCCCCC(=O)N(CCCCCCCCCC)CCCCCCCCCC 10,10'-((3-aminopropyl)azetidinediyl)bis(N,N-didecyldecanoamide)